7-methyl-7H-pyrrolo[2,3-d]pyrimidin-4-amine CN1C=CC2=C1N=CN=C2N